CN1CC2=CC(=CC(=C2CC1)C)C=1N=C2C(=NC1)N(C=C2C2=CC=C(C(=O)N(C)CC(C)(C)O)C=C2)S(=O)(=O)C2=CC=C(C)C=C2 4-(2-(2,5-dimethyl-1,2,3,4-tetrahydroisoquinolin-7-yl)-5-tosyl-5H-pyrrolo[2,3-b]pyrazin-7-yl)-N-(2-hydroxy-2-methylpropyl)-N-methylbenzamide